6-(2-azabicyclo[2.2.1]heptan-2-ylmethyl)-3-[6-cyclopropyl-4-[4-fluoro-2-(3-fluoroazetidine-1-carbonyl)phenyl]pyridin-2-yl]-5H-pyrrolo[3,2-d]pyrimidin-4-one C12N(CC(CC1)C2)CC2=CC=1N=CN(C(C1N2)=O)C2=NC(=CC(=C2)C2=C(C=C(C=C2)F)C(=O)N2CC(C2)F)C2CC2